BrC1=CC(=C(C=C1)[C@@H]1COCCCN1C(=O)OC(C)(C)C)Cl |r| (+/-)-tert-Butyl 3-(4-bromo-2-chloro-phenyl)-1,4-oxazepane-4-carboxylate